tetraazacycloheptyne C1#CNNNNC1